methyl (E)-indene-2-carboxylate C1C(=CC2=CC=CC=C12)C(=O)OC